CC=1C=CC(=NC1C(F)(F)F)C(=O)NC1=CC(=CC=C1)[C@H](C)SC1=NN=CN1C (S)-5-methyl-N-(3-(1-((4-methyl-4H-1,2,4-triazol-3-yl)thio)ethyl)phenyl)-6-(trifluoromethyl)picolinamide